5-(bromomethyl)thiophene-2-carbaldehyde BrCC1=CC=C(S1)C=O